ClC=1C(=NC=CC1)N1N=C(C=C1C(=O)NC1=C(C=C(C=C1C(=O)NC)C#N)C)CN1N=C(N=N1)C(F)(F)F 1-(3-chloro-2-pyridinyl)-N-[4-cyano-2-methyl-6-[(methylamino)carbonyl]phenyl]-3-[[5-(trifluoromethyl)-2H-tetrazol-2-yl]methyl]-1H-pyrazole-5-carboxamide